BrC=1C=C2C(=C3C(=C4CCC[N+]5=C4C(=C3)CCC5)OC2=C(C1)Br)C1=C(C=C(C=C1)S(=O)(=O)O)S(=O)(=O)[O-] 2-(11,13-dibromo-1,2,3,5,6,7-hexahydrochromeno[2,3-f]pyrido[3,2,1-ij]quinolin-4-ium-9-yl)-5-sulfobenzenesulfonate